COC(=O)C1=C(C(=NN1C)Cl)Br 4-bromo-3-chloro-1-methyl-1H-pyrazole-5-carboxylic acid methyl ester